C(C1=CC=CC=C1)OC1=CC(=C(C(=C1)C)C(=O)OC1=C(C(=C(C(=C1F)F)F)F)F)OC 2,3,4,5,6-pentafluorophenyl 5-(benzyloxy)-3-methoxy-2-toluate